FC1=C(OC2=C(C=NC=C2)C=2C=NN(C2)CCC)C=CC(=C1)[N+](=O)[O-] 4-(2-fluoro-4-nitrophenoxy)-3-(1-propyl-1H-pyrazol-4-yl)pyridine